5-methylnonanoic acid CC(CCCC(=O)O)CCCC